9-(4-((1-(3-fluoropropyl)azetidin-3-yl)methyl)phenyl)-8-(3-hydroxy-2-methylphenyl)-6,7-dihydro-5H-benzo[7]annulene-3-carboxylic acid, hydrochloride Cl.FCCCN1CC(C1)CC1=CC=C(C=C1)C1=C(CCCC2=C1C=CC(=C2)C(=O)O)C2=C(C(=CC=C2)O)C